(E)-1-isopropyl-6-methoxy-4-styrylpyridin-2(1H)-one C(C)(C)N1C(C=C(C=C1OC)\C=C\C1=CC=CC=C1)=O